(S)-4-((4-(11-(3-Aminopyrrolidin-1-yl)-7,8,9,10-tetrahydro-6H-cyclohepta[b]quinolin-2-yl)pyridin-2-yl)amino)-N,N-dimethylbenzenesulfonamide hydrochloride Cl.N[C@@H]1CN(CC1)C1=C2C(=NC3=CC=C(C=C13)C1=CC(=NC=C1)NC1=CC=C(C=C1)S(=O)(=O)N(C)C)CCCCC2